FC1=CC(=C(C=N1)C=1C=NC=2CCN(CC2C1)C1=C(C=C(N=N1)C#N)C)C 6-(3-(6-fluoro-4-methylpyridin-3-yl)-7,8-dihydro-1,6-naphthyridin-6(5H)-yl)-5-methylpyridazine-3-carbonitrile